2-[6-[(3S)-3-(aminomethyl)morpholin-4-yl]pyridazin-3-yl]-3,5-dimethyl-phenol NC[C@@H]1N(CCOC1)C1=CC=C(N=N1)C1=C(C=C(C=C1C)C)O